2-cyclopentaneethylamine hydrochloride Cl.C1C(CCC1)CCN